2,3-dibromo-4-acetoxy-1-acryloyloxynaphthalene BrC1=C(C2=CC=CC=C2C(=C1Br)OC(C)=O)OC(C=C)=O